p-vinylbenzylalcohol C=CC1=CC=C(C=C1)CO